N-methyl-N-(4-nitro-2-(trifluoromethyl)benzyl)ethanamine CN(CC)CC1=C(C=C(C=C1)[N+](=O)[O-])C(F)(F)F